FC(C=1C=CC(=C(C1)O)C1=C2C(=C(N=N1)NC1COC(CC1)(C)C)C=NC=C2)F 5-(difluoromethyl)-2-(4-((6,6-dimethyltetrahydro-2H-pyran-3-yl)amino)pyrido[3,4-d]pyridazin-1-yl)phenol